OC1=CC(=C(C=2CCOC21)[N+](=O)[O-])C(=O)OC Methyl 7-hydroxy-4-nitro-2,3-dihydrobenzofuran-5-carboxylate